3-(2-amino-[1,2,4]triazolo[1,5-a]pyridin-7-yl)-6-chloro-N-(3-(4-(difluoromethyl)phenyl)-2,2-difluoro-3-hydroxypropyl-3-d)-2-fluorobenzamide NC1=NN2C(C=C(C=C2)C=2C(=C(C(=O)NCC(C([2H])(O)C3=CC=C(C=C3)C(F)F)(F)F)C(=CC2)Cl)F)=N1